2-[6-[(Z)-2-(aminomethyl)-3-fluoro-allyloxy]-1-oxo-3,4-dihydroisoquinolin-2-yl]-N-ethyl-acetamide hydrochloride Cl.NC/C(/COC=1C=C2CCN(C(C2=CC1)=O)CC(=O)NCC)=C/F